FC(C1=CC2=C(N=C(N=C2)NC2CCN(CC2)S(=O)(=O)C)N(C1=O)[C@H]1[C@](CCC1)(C)O)F 6-(difluoromethyl)-8-[(1R,2R)-2-hydroxy-2-methylcyclopentyl]-2-{[1-(methylsulfonyl)-piperidin-4-yl]amino}pyrido[2,3-d]pyrimidin-7(8H)-one